BrCCOCCOCCNC(OC(C)(C)C)=O Tert-butyl (2-(2-(2-bromoethoxy)ethoxy) ethyl)carbamate